2,2-bis(((8,8-dimethyl-1-oxaspiro[4.5]dec-2-yl)oxy)methyl)propane-1,3-diol CC1(CCC2(CCC(O2)OCC(CO)(CO)COC2OC3(CC2)CCC(CC3)(C)C)CC1)C